Methyl 3-((tert-butoxycarbonyl)amino)-3-(5-(2-hydroxy-6-methylphenyl)pyridin-3-yl)propanoate C(C)(C)(C)OC(=O)NC(CC(=O)OC)C=1C=NC=C(C1)C1=C(C=CC=C1C)O